(S)-1-((1S,3R)-3-isopropylcyclobutyl)-3-(isoquinolin-4-yl)-2-oxoimidazoline-4-carbonitrile C(C)(C)C1CC(C1)N1C(N([C@@H](C1)C#N)C1=CN=CC2=CC=CC=C12)=O